COC(=O)C1CC(C1)OC1=C(C=C(C=C1)F)C1CCN(CC1)[C@@H]1COC2(CN(C2)C=2OC=NN2)C1 (S)-3-(2-(1-(2-(1,3,4-oxadiazol-2-yl)-5-oxa-2-azaspiro[3.4]octan-7-yl)piperidin-4-yl)-4-fluorophenoxy)cyclobutane-1-carboxylic acid methyl ester